C(C1=CC=CC=C1)OC(=O)N1CC=C(CC1)OS(=O)(=O)C(F)(F)F 4-(((trifluoromethyl)sulfonyl)oxy)-5,6-dihydropyridine-1(2H)-carboxylic acid benzyl ester